1-(3-(5-(4-(trifluoromethyl)phenoxy)-3,4-dihydroisoquinolin-2(1H)-yl)pyrrolidin-1-yl)prop-2-en-1-one FC(C1=CC=C(OC2=C3CCN(CC3=CC=C2)C2CN(CC2)C(C=C)=O)C=C1)(F)F